NC([C@H](C[C@H]1C(NCCC1)=O)NC(=O)C1N(CC2(C1)CCCCC2)C(=O)C=2NC1=C(C=CC=C1C2)Cl)=O N-[(1S)-2-amino-2-oxo-1-[[(3S)-2-oxo-3-piperidyl]methyl]ethyl]-2-(7-chloro-1H-indole-2-carbonyl)-2-azaspiro[4.5]decane-3-carboxamide